C(C)(C)(C)OC(=O)N1C(=CC2=CC=CC(=C12)CC(C)C)CN1C(C(=CC=C1)NC([C@H](CC\C=C\C(=O)N)NC(=O)OC)=O)=O tert-Butyl-(S,E)-2-((3-(7-amino-2-((methoxycarbonyl)-amino)-7-oxohept-5-enamido)-2-oxopyridin-1(2H)-yl)methyl)-7-isobutyl-1H-indol-1-carboxylat